OC1=CC=C(C(=O)C2=C(C=CC=C2)S(=O)(=O)NN)C=C1 (4-hydroxybenzoyl)benzenesulfonohydrazide